(5-((2-bromobenzyl)oxy)-4-oxo-4H-chromen-2-carbonylamino)-L-alloisoleucine BrC1=C(COC2=C3C(C=C(OC3=CC=C2)C(=O)NN[C@@H]([C@H](C)CC)C(=O)O)=O)C=CC=C1